O=C1NC(CCC1N1C(C2=CC=C(C=C2C1=O)OCCCCCCN(C(CC=1C=C(CNC(C2=NC=C(C(=C2)C=CC2CCC(CC2)C(F)(F)F)OC)=O)C=CC1)=O)C)=O)=O N-(3-(2-((6-((2-(2,6-Dioxopiperidin-3-yl)-1,3-dioxoisoindolin-5-yl)oxy)hexyl)(methyl)amino)-2-oxoethyl)benzyl)-5-methoxy-4-(2-(4-(trifluoromethyl)cyclohexyl)vinyl)picolinamide